2-chloro-N-(4-cyclohexylthiazol-2-yl)-N-(3,5-dimethylphenyl)acetamide ClCC(=O)N(C1=CC(=CC(=C1)C)C)C=1SC=C(N1)C1CCCCC1